1-(4-methyl-4-(methyl(2-(pyrrolidin-1-yl)-4-(trifluoromethyl)benzyl)amino)piperidine-1-carbonyl)-1H-pyrazole-3-carboxylic acid CC1(CCN(CC1)C(=O)N1N=C(C=C1)C(=O)O)N(CC1=C(C=C(C=C1)C(F)(F)F)N1CCCC1)C